(E)-N'-(1-(3,4-dimethylphenyl)ethylidene)-3,4-dimethylbenzohydrazide CC=1C=C(C=CC1C)\C(\C)=N\NC(C1=CC(=C(C=C1)C)C)=O